N-(2-chlorophenyl)-2,4-dimethylthieno[3,2-b]pyrrole-5-carboxamide ClC1=C(C=CC=C1)NC(=O)C1=CC2=C(N1C)C=C(S2)C